N1CC(C1)NC=1C=CC(=C(C(=O)NC(C)C2=CC(=CC(=C2)C=2SC=CC2)C=2C=NN(C2)C)C1)C 5-(azetidin-3-ylamino)-2-methyl-N-(1-(3-(1-methyl-1H-pyrazol-4-yl)-5-(thiophen-2-yl)phenyl)ethyl)benzamide